C(C)\C=C/C1=C(C=CC(=C1)OC)OC ethyl-(Z)-2-(2,5-dimethoxyphenyl)ethylene